ClC=1C=C(C(=NC1)OC=1C(=CC=2N(C1)C(=C(N2)C(=O)O)C)C#N)OCC(F)(F)F 6-((5-chloro-3-(2,2,2-trifluoroethoxy)pyridin-2-yl)oxy)-7-cyano-3-methylimidazo[1,2-a]pyridine-2-carboxylic acid